ClC1=C(C2=C(NC3=C(C=C(C(=C23)F)F)NC)N=C1)N1CC2(C(C2)N(C)C)CC1 3-chloro-4-(2-(dimethylamino)-5-azaspiro[2.4]hept-5-yl)-5,6-difluoro-N-methyl-9H-pyrido[2,3-b]indol-8-amine